1-(cis-3-((tert-butyldiphenylsilyl)oxy)cyclopentyl)-1H-1,2,4-triazol-3-amine [Si](C1=CC=CC=C1)(C1=CC=CC=C1)(C(C)(C)C)O[C@H]1C[C@H](CC1)N1N=C(N=C1)N